cis-8-dimethylamino-8-phenyl-3-(5-phenyl-thiophen-2-yl)-1,3-diazaspiro[4.5]decan-2-one CN(C1(CCC2(CN(C(N2)=O)C=2SC(=CC2)C2=CC=CC=C2)CC1)C1=CC=CC=C1)C